C1(=CC=CC=C1)C1=NC=CC=C1 phenyl-(pyridine)